FC1(CC(C1)CC1=CC(=CC(=C1)F)F)F 1-((3,3-difluorocyclobutyl)methyl)-3,5-difluorobenzene